2-methyl-5-(naphthalen-2-yl)octahydropyrrolo[3,4-c]pyrrole CN1CC2CN(CC2C1)C1=CC2=CC=CC=C2C=C1